(2-furyl)-3-(5-nitro-2-furyl)acrylamide tert-butyl-(S)-2-((((9H-fluoren-9-yl)methoxy)carbonyl)(methyl)amino)-3-(pyridin-3-yl)propanoate C(C)(C)(C)OC([C@H](CC=1C=NC=CC1)N(C)C(=O)OCC1C2=CC=CC=C2C=2C=CC=CC12)=O.O1C(=CC=C1)C(C(=O)N)=CC=1OC(=CC1)[N+](=O)[O-]